(2,2'-dimethyl-[1,1'-biphenyl]-3,3'-diyl)bis(5-(pyrrolidin-1-ylmethyl)thiazole-2-carboxamide) CC1=C(C=CC=C1C=1N=C(SC1CN1CCCC1)C(=O)N)C1=C(C(=CC=C1)C=1N=C(SC1CN1CCCC1)C(=O)N)C